Cl.C1(=CC=CC=C1)/C=C/CC1=CC=C(C2=CC=CC=C12)OCCC1=C(C(=O)N)C=CC=C1 [2-[[4-[(2E)-3-phenyl-2-propenyl]-1-naphthyl]oxy]ethyl]benzamide hydrochloride